CN(C)CC1=CC(=C(C=C1)C=1C=2N(C(=NC1)NCC1=C(C=CC3=C1C(CO3)=O)F)C=C(N2)C#N)C 8-(4-((dimethylamino)methyl)-2-methylphenyl)-5-(((5-fluoro-3-oxo-2,3-dihydrobenzofuran-4-yl)methyl)amino)imidazo[1,2-c]pyrimidine-2-carbonitrile